C(C)(C)(C)C1=C(C=CC(=C1)F)N1CN(C(C2=CC(=CC=C12)Cl)=O)C1=C(NC(C=C1)=O)C 1-(2-(Tert-butyl)-4-fluorophenyl)-6-chloro-3-(2-methyl-6-oxo-1,6-dihydropyridin-3-yl)-2,3-dihydroquinazolin-4(1H)-one